C[C@H]1[C@@H](CN(C1)CC1=NC=CC=N1)C=1NC(C=2N(C1)C(=NC2)C2CCOCC2)=O 6-((3S,4S)-4-methyl-1-(pyrimidin-2-ylmethyl)pyrrolidin-3-yl)-3-tetrahydropyran-4-yl-7H-imidazo[1,5-a]pyrazin-8-one